C(C1=CC=CC=C1)(=O)C1=CC=C(C=C1)N1CCN(CC1)C(=O)C=1OC(=CC1)[N+](=O)[O-] [4-(4-Benzoylphenyl)piperazin-1-yl](5-nitrofuran-2-yl)methanone